C1(CC1)C=1N=C2N(C=C(C(=C2)OC2CC(C2)(F)F)C(=O)NC2=NC(=CC=C2)C(F)F)C1 2-Cyclopropyl-7-(3,3-difluorocyclobutoxy)-N-(6-(difluoromethyl)pyridin-2-yl)imidazo[1,2-a]pyridine-6-carboxamide